3-(2-(1-(((Cyclohexyloxy)carbonyl)oxy)propoxy)-2,2-diphenylacetoxy)spiro[bicyclo[3.2.1]octane-8,1'-pyrrolidin]-8-ium formate C(=O)[O-].C1(CCCCC1)OC(=O)OC(CC)OC(C(=O)OC1CC2CCC(C1)[N+]21CCCC1)(C1=CC=CC=C1)C1=CC=CC=C1